6-(2-chloro-6-fluorophenyl)-4-((4-(oxetan-3-yl)phenyl)amino)pyridazine-3-carboxylate ClC1=C(C(=CC=C1)F)C1=CC(=C(N=N1)C(=O)[O-])NC1=CC=C(C=C1)C1COC1